4-((2S,4S)-4-(difluoromethoxy)-2-((difluoromethoxy)methyl)pyrrolidin-1-yl)benzoic acid methyl ester COC(C1=CC=C(C=C1)N1[C@@H](C[C@@H](C1)OC(F)F)COC(F)F)=O